7-((4-(2,3-dihydro-1H-indene-2-carbonyl)piperazin-1-yl)methyl)-3-ethyl-1,5-naphthyridin-2(1H)-one C1C(CC2=CC=CC=C12)C(=O)N1CCN(CC1)CC1=CN=C2C=C(C(NC2=C1)=O)CC